copper-chromium-nickel [Ni].[Cr].[Cu]